FC1=C2C(=CN=C1)N(C(=C2C)C(=O)O)S(=O)(=O)C2=CC=C(C)C=C2 4-fluoro-3-methyl-1-(p-toluenesulfonyl)pyrrolo[2,3-c]pyridine-2-carboxylic acid